SN (sulfanyl)amine